methyl 5-bromo-4-(trifluoromethyl)picolinate BrC=1C(=CC(=NC1)C(=O)OC)C(F)(F)F